O1CCN(CC1)C=1N(C(C(=NC1)NC(=O)C=1N=C(OC1)C1=CC=CC=C1)=O)CC(NCC1=CC=2C=NC=CC2N1S(=O)(=O)C1=CC=CC=C1)=O N-(5-Morpholino-3-oxo-4-(2-oxo-2-(((1-(phenylsulfonyl)-1H-pyrrolo[3,2-c]pyridin-2-yl)methyl)amino)ethyl)-3,4-dihydropyrazin-2-yl)-2-phenyloxazole-4-carboxamide